(Z)-6-((amino(methylamino)methylene)amino)-N-(5,6,7,8-tetrahydroquinoxalin-5-yl)-N-((5-(trifluoromethyl)pyridin-2-yl)methyl)nicotinamide N/C(/NC)=N/C1=NC=C(C(=O)N(CC2=NC=C(C=C2)C(F)(F)F)C2C=3N=CC=NC3CCC2)C=C1